methyl 4-iodo-3-phenyl-1,2-thiazole-5-carboxylate IC=1C(=NSC1C(=O)OC)C1=CC=CC=C1